(E)-4-(4-piperidylstyryl)quinazoline N1CCC(CC1)/C(=C\C1=CC=CC=C1)/C1=NC=NC2=CC=CC=C12